ClC1=CC=C(C=C1)[C@H](CCC(=O)O)N1[C@@](C2=C(C=C(C=C2C1=O)[C@@](CC)(O)C1(CCOCC1)F)F)(OC)C1=CC=C(C=C1)Cl (4S)-4-(4-Chlorophenyl)-4-[(1R)-1-(4-chlorophenyl)-7-fluoro-5-[(1R)-1-(4-fluorooxan-4-yl)-1-hydroxypropyl]-1-methoxy-3-oxo-2,3-dihydro-1H-isoindol-2-yl]butanoic acid